(Z)-3-((tert-butylamino)methylene)-2-(2-chloro-4-hydroxyphenyl)chroman-4-one C(C)(C)(C)N\C=C/1\C(OC2=CC=CC=C2C1=O)C1=C(C=C(C=C1)O)Cl